C(C)N1C(C2=C(C=C1C(F)(F)F)N=C(N2C)C2=NC=C(C=C2S(=O)(=O)CC)C(F)(F)F)=O 5-ethyl-2-[3-ethylsulfonyl-5-(trifluoromethyl)-2-pyridyl]-3-methyl-6-(trifluoromethyl)imidazo[4,5-c]pyridin-4-one